C=C(CC(=O)[O-])C(=O)[O-] The molecule is a dicarboxylic acid dianion that results from the deprotonation of both of the carboxylic acid groups of itaconic acid. It has a role as a human metabolite, a fungal metabolite and a Saccharomyces cerevisiae metabolite. It derives from a succinate(2-). It is a conjugate base of an itaconic acid.